((3aR,4R,6R,6aR)-6-(4-Aminopyrrolo[2,1-f][1,2,4]triazin-7-yl)-6-cyano-2,2-dimethyltetrahydrofuro[3,4-d][1,3]dioxol-4-yl)methyl (2-chlorophenyl) (3-(decyloxy)propyl) phosphate P(=O)(OC[C@H]1O[C@@]([C@@H]2OC(O[C@@H]21)(C)C)(C#N)C2=CC=C1C(=NC=NN12)N)(OC1=C(C=CC=C1)Cl)OCCCOCCCCCCCCCC